ClCC1=NC2=C(N1CC1=CC(=C(C=C1)Cl)Cl)C=CC=C2 2-(chloromethyl)-1-(3,4-dichlorobenzyl)-1H-benzimidazole